isopropyl 4-methyl-α-cyanocinnamate CC1=CC=C(C=C(C(=O)OC(C)C)C#N)C=C1